CPC1(C(SCC1(P(CCCC)CCCC)PC)(C)P(C)C)P(CCCC)CCCC 3,4-dimethylphosphino-2-dimethylphosphino-3,4-bis(di-n-butylphosphino)-2-methylthiophene